C(C1=CC=CC=C1)N([C@@H]1C[C@@H](N(C1)C(=O)OC(C)(C)C)CO)C (2R,4R)-tert-butyl 4-(benzyl(methyl)amino)-2-(hydroxymethyl)pyrrolidine-1-carboxylate